(E)-3-(1-amino-2,3-dihydro-1H-inden-5-yl)-N-(3,5-dichlorophenyl)acrylamide NC1CCC2=CC(=CC=C12)/C=C/C(=O)NC1=CC(=CC(=C1)Cl)Cl